ClC=1C=CC(=C(C1)S(=O)(=O)NC=1C(=C(C(=CC1)F)C=1C=C2C=NC(=NC2=CC1)NC(C(C)(C)C)=O)F)OC N-(6-(3-((5-chloro-2-methoxyphenyl)sulfonamido)-2,6-difluorophenyl)quinazolin-2-yl)pivalamide